OC(C)C1=C(C=CC(=C1)N1C[C@H]2CC[C@@H](C1)N2C)NC2=NC=C(C(=N2)NCCCN2C(OCCC2)=O)C(F)(F)F 3-(3-((2-((2-(1-hydroxyethyl)-4-((1R,5S)-8-methyl-3,8-diazabicyclo[3.2.1]octan-3-yl)phenyl)amino)-5-(trifluoromethyl)pyrimidin-4-yl)amino)propyl)-1,3-oxazinan-2-one